tert-Butyl 2-(3-(benzyloxycarbonylamino)-2-oxopyridin-1(2H)-yl)acetate C(C1=CC=CC=C1)OC(=O)NC=1C(N(C=CC1)CC(=O)OC(C)(C)C)=O